C(=O)O.C(C)C1=C(C=CC(=C1)O)N=C(N)C1=C(C=2N(N=C1)C=C(C2)C2=C(C=C(OCCNC(C)=O)C=C2)C)N[C@@H]2COCC2 N-[2-[4-[3-[N'-(2-ethyl-4-hydroxy-phenyl)carbamimidoyl]-4-[[(3S)-tetrahydrofuran-3-yl]amino]pyrrolo[1,2-b]pyridazin-6-yl]-3-methyl-phenoxy]ethyl]acetamide formic acid salt